BrC=1SC=C(N1)C(=O)OCC ethyl 2-bromothiazole-4-carboxylate